N[C@@H](C(=O)O)CCSC (2R)-2-amino-4-(methylsulfanyl)butanoic acid